O1C(=CC=C1)C=1C=C(C=C(C1)C)S(=O)(=O)NC(COC1=CC2=CC=CC=C2C=C1)=O N-((3-(Furan-2-yl)-5-methylphenyl)sulfonyl)-2-(naphthalen-2-yloxy)acetamide